ClC1=C(C=C(C=C1)N1C[C@H](CC1)N)F (S)-1-(4-chloro-3-fluorophenyl)pyrrolidin-3-amine